1-amino-7-oxo-1,7-dihydro-3H-spiro[indolizine-2,4'-piperidine]-1'-carboxylic acid tert-butyl ester C(C)(C)(C)OC(=O)N1CCC2(CC1)C(C1=CC(C=CN1C2)=O)N